1-[(2R,3S,4S,5R)-4-[(tert-butyldimethylsilyl)oxy]-5-{[(tertbutyldimethylsilyl)oxy]methyl}-3-methyloxolan-2-yl]-3H-pyrimidine-2,4-dione [Si](C)(C)(C(C)(C)C)O[C@H]1[C@@H]([C@@H](O[C@@H]1CO[Si](C)(C)C(C)(C)C)N1C(NC(C=C1)=O)=O)C